(5-(2-(benzyloxy)-4-fluorophenoxy)pyrimidin-4-yl)-2,7-diazaspiro[4.4]nonane-2-carboxylic acid tert-butyl ester C(C)(C)(C)OC(=O)N1C(C2(CC1)CNCC2)C2=NC=NC=C2OC2=C(C=C(C=C2)F)OCC2=CC=CC=C2